C(C)(C)N1C(N(C2=CC=3C(=NN=C(C3C=C21)N[C@H](C)C2=C(C(=CC=C2)C(CO)(F)F)F)C)C)=O 3-isopropyl-1,8-dimethyl-5-[[(1R)-1-[3-(1,1-difluoro-2-hydroxy-ethyl)-2-fluoro-phenyl]ethyl]amino]imidazo[4,5-g]phthalazin-2-one